3-((5-(5-(difluoromethyl)-1,3,4-oxadiazol-2-yl)pyridin-2-yl)methyl)-5,5-dimethyl-1-(3-nitrophenyl)imidazolidin-2,4-dione FC(C1=NN=C(O1)C=1C=CC(=NC1)CN1C(N(C(C1=O)(C)C)C1=CC(=CC=C1)[N+](=O)[O-])=O)F